NC1=C(C=C(C=N1)NC(C(=O)N1[C@H](CC([C@@H](C1)C)OC(F)(F)F)C1=CC=C(C=C1)F)=O)C N-(6-amino-5-methyl-3-pyridyl)-2-[(2R,5R)-2-(4-Fluorophenyl)-5-methyl-4-(trifluoromethoxy)-1-piperidyl]-2-oxo-acetamide